C(C)(C)(CC)C1=C(C(=O)OO)C=CC=C1.C(C1=CC=CC=C1)(=O)OOC(C)(C)CC tert-amyl peroxybenzoate (tert-amyl peroxy-benzoate)